FC(CCCC(=O)NC(C(=O)O)CC)(F)F 2-(5,5,5-trifluoropentanamido)butanoic acid